FC1=C(CN2C(C3=NC=CC=C3C2=O)([2H])[2H])C(=CC(=C1)C=1C2=CN(N=C2C=CC1)C)OCC(C)C 6-(2-fluoro-6-isobutoxy-4-(2-methyl-2H-indazol-4-yl)benzyl)-6,7-dihydro-5H-pyrrolo[3,4-b]pyridin-5-one-7,7-d2